6-bromo-2-chloro-N-(2,2-dimethoxyethyl)quinazolin-4-amine BrC=1C=C2C(=NC(=NC2=CC1)Cl)NCC(OC)OC